1-(4-((3aR,6aR)-hexahydro-4H-furo[3,2-b]pyrrol-4-yl)-6-(3-(m-tolyl)-1H-pyrazol-1-yl)pyrimidin-2-yl)ethane-1,2-diol O1CC[C@H]2N(CC[C@H]21)C2=NC(=NC(=C2)N2N=C(C=C2)C=2C=C(C=CC2)C)C(CO)O